N,N-dimethyl-2-(4-nitrophenoxy)ethan-1-amine CN(CCOC1=CC=C(C=C1)[N+](=O)[O-])C